N-3-oxodecyl-acrylamide O=C(CCNC(C=C)=O)CCCCCCC